5-[4-[(3S)-1-(3-fluoropropyl)pyrrolidin-3-yl]oxyphenyl]-4-indolin-5-yl-7-methyl-2,3-dihydro-1-benzoxepin-8-ol FCCCN1C[C@H](CC1)OC1=CC=C(C=C1)C1=C(CCOC2=C1C=C(C(=C2)O)C)C=2C=C1CCNC1=CC2